N-[5-[3-(piperidine-1-carbonyl)pyrazolo[1,5-a]pyridin-7-yl]-2-pyridyl]-2-[6-(trifluoromethyl)-3-pyridyl]acetamide N1(CCCCC1)C(=O)C=1C=NN2C1C=CC=C2C=2C=CC(=NC2)NC(CC=2C=NC(=CC2)C(F)(F)F)=O